(S)-methyl 2-(2-chloro-6-methylbenzamido)-3-(2-(3-guanidinobenzamido)acetamido)propanoate ClC1=C(C(=O)N[C@H](C(=O)OC)CNC(CNC(C2=CC(=CC=C2)NC(=N)N)=O)=O)C(=CC=C1)C